C(C1=CC=CC=C1)N1C[C@H]2CC[C@@H](C1)C2N(C=2C=C(SC2C)S(=O)(=O)NC2=NC(=CC=C2)F)C 4-(((1r,5s,8r)-3-benzyl-3-azabicyclo[3.2.1]oct-8-yl)(methyl)amino)-N-(6-fluoropyridin-2-yl)-5-methylthiophene-2-sulfonamide